6-bromo-1-methylimidazo[1,5-a]pyridine BrC=1C=CC=2N(C1)C=NC2C